(4-((6-methoxy-2-(o-tolyl)benzo[b]thiophen-3-yl)oxy)phenyl)methanol COC=1C=CC2=C(SC(=C2OC2=CC=C(C=C2)CO)C2=C(C=CC=C2)C)C1